7-bromo-3-[(Z)-4-(tert-butoxycarbonylamino)-2-fluoro-but-2-enyl]benzotriazol-5-carboxylic Acid BrC1=CC(=CC2=C1N=NN2C/C(=C/CNC(=O)OC(C)(C)C)/F)C(=O)O